(5S,8S)-N-((1S,2S)-2-(benzyloxy)cyclopentyl)-5-fluoro-8-hydroxy-5,6,7,8-tetrahydroquinoline-5-carboxamide C(C1=CC=CC=C1)O[C@@H]1[C@H](CCC1)NC(=O)[C@]1(C=2C=CC=NC2[C@H](CC1)O)F